3,3,3-trifluoropropyl-silanetriol FC(CC[Si](O)(O)O)(F)F